BrC#CCC(C1=C(C=CC(=C1)F)F)N1C(C2=NC=CC(=C2C1)Cl)=O 6-(4-bromo-1-(2,5-difluorophenyl)but-3-yn-1-yl)-4-chloro-5,6-dihydro-7H-pyrrolo[3,4-b]pyridin-7-one